ClC1=NC=C(C=C1C1=C(C=CC=C1)S(=O)(=O)N)B1OC(C(O1)(C)C)(C)C (2-chloro-5-(4,4,5,5-tetramethyl-1,3,2-dioxaborolan-2-yl)pyridin-3-yl)benzenesulfonamide